BrC=1C=NC(=NC1)C=1C(=NC=CN1)C(C)NC(=O)C1=CC(=NC(=C1)C(F)(F)F)C1(CC1)C#N N-[1-[3-(5-bromopyrimidin-2-yl)pyrazin-2-yl]ethyl]-2-(1-cyanocyclopropyl)-6-(trifluoromethyl)pyridine-4-carboxamide